S1C=NC2=C1C=C(C=C2)\C=C\2/N=C(NC2=O)NC2COC2 (4Z)-4-(1,3-benzothiazol-6-ylmethylene)-2-(oxetan-3-ylamino)-1H-imidazol-5-one